BrCC1=CC=C(S1)C=1OC(=NN1)C(F)F 2-[5-(bromomethyl)thiophen-2-yl]-5-(difluoromethyl)-1,3,4-oxadiazol